4-((tert-butoxycarbonyl)amino)-5-oxopentanoate C(C)(C)(C)OC(=O)NC(CCC(=O)[O-])C=O